OCC1CN(C(O1)=O)C(C)C 5-(hydroxymethyl)-3-isopropyloxazolidin-2-one